(E)-3-[3-[(4-Ethylphenoxy)methyl]-4-methoxyphenyl]-1-(4-hydroxyphenyl)prop-2-en-1-one C(C)C1=CC=C(OCC=2C=C(C=CC2OC)/C=C/C(=O)C2=CC=C(C=C2)O)C=C1